4-(5-methyl-1,3,4-thiadiazol-2-yloxy)benzonitrile CC1=NN=C(S1)OC1=CC=C(C#N)C=C1